C(C=C)(=O)N1CCN(CC1)C1=NC=NC2=CC=C(C=C12)C=1C=C(C(=NC1)OC)NS(=O)(=O)C1=NC=C(C=C1)F N-(5-(4-(4-acryloylpiperazin-1-yl)quinazolin-6-yl)-2-methoxypyridin-3-yl)-5-fluoropyridine-2-sulfonamide